(1S)-6,6-dimethyl-2-methylenebicyclo[3.1.1]heptane CC1(C2CCC([C@@H]1C2)=C)C